methyl 2-(3-chloro-2,6-difluorophenoxy)propanoate ClC=1C(=C(OC(C(=O)OC)C)C(=CC1)F)F